(R)-2-(4-bromophenyl)-1-(4-((5R,7R)-7-hydroxy-5-methyl-6,7-dihydro-5H-cyclopenta[d]pyrimidin-4-yl)piperazin-1-yl)-4-(2-methoxyethylamino)butan-1-one BrC1=CC=C(C=C1)[C@H](C(=O)N1CCN(CC1)C=1C2=C(N=CN1)[C@@H](C[C@H]2C)O)CCNCCOC